CC(C(=O)O)(CC)N 2-methyl-aminobutyric acid